CN(C=1C=C2C(=NNC2=CC1)C#N)C1CCOCC1 5-(Methyl(tetrahydro-2H-pyran-4-yl)amino)-1H-indazole-3-carbonitrile